3-[2-(6-Chloro-1-cyclopropyl-1,3-benzodiazol-5-yl)ethynyl]-5-(cyclopropylamino)-1-[(3S,5R)-5-(methoxymethyl)pyrrolidin-3-yl]pyrazole-4-carboxamide ClC=1C(=CC2=C(N(C=N2)C2CC2)C1)C#CC1=NN(C(=C1C(=O)N)NC1CC1)[C@@H]1CN[C@H](C1)COC